N-(5-chloro-2-(2-methoxyethoxy)phenyl)-5-(6-(3-(4-fluorophenyl)propionamido)hexanamido)thiophene-2-carboxamide ClC=1C=CC(=C(C1)NC(=O)C=1SC(=CC1)NC(CCCCCNC(CCC1=CC=C(C=C1)F)=O)=O)OCCOC